[Si](C)(C)(C(C)(C)C)OCCN(C/C=C/C(=O)OC)C methyl (2E)-4-[(2-{[tert-butyl(dimethyl)silyl]oxy}ethyl)(methyl)amino]but-2-enoate